(1-isonicotinoylpiperidin-3-yl)(4-(2-methylquinolin-4-yl)piperazin-1-yl)methanone C(C1=CC=NC=C1)(=O)N1CC(CCC1)C(=O)N1CCN(CC1)C1=CC(=NC2=CC=CC=C12)C